4-((5-Chloro-1-((5-chloro-2,4-difluorophenyl)sulfonyl)-1H-indol-3-yl)(hydroxy)methyl)-3-methylenedihydrofuran-2(3H)-one ClC=1C=C2C(=CN(C2=CC1)S(=O)(=O)C1=C(C=C(C(=C1)Cl)F)F)C(C1C(C(OC1)=O)=C)O